3-[[4-(2,6-dimethylphenyl)-6-[(2R)-2-[(2-isopropylpyrazolo[3,4-b]pyrazin-5-yl)methylamino]-4,4-dimethyl-pentoxy]pyrimidin-2-yl]sulfamoyl]benzoic acid CC1=C(C(=CC=C1)C)C1=NC(=NC(=C1)OC[C@@H](CC(C)(C)C)NCC1=NC=2C(N=C1)=NN(C2)C(C)C)NS(=O)(=O)C=2C=C(C(=O)O)C=CC2